NC1=C(C(=O)NCC2=C(C=CC=C2)C)C=CC=C1 2-amino-N-(2-methylbenzyl)benzamide